ethyl (S)-3-(4-fluoro-3'-(trifluoromethoxy)biphenyl-3-yl)-3-(3-(4-hydroxy-1,6-dimethyl-2-oxo-1,2-dihydropyridin-3-yl)ureido)propanoate FC1=C(C=C(C=C1)C1=CC(=CC=C1)OC(F)(F)F)[C@H](CC(=O)OCC)NC(=O)NC=1C(N(C(=CC1O)C)C)=O